NC1=CC=C(C=C1)C(C1=CC=C(N)C=C1)C1=C(C=CC=C1)C 4-[(4-aminophenyl)(2-methylphenyl)methyl]aniline